ClC1=C(C(=CC=C1)C)N1N=C(N=N1)C1=CN=C(S1)NC1=CC(=CC(=N1)N[C@@H]1CN(CCC1)C(C=C)=O)CN1CCOCC1 (S)-1-(3-((6-((5-(2-(2-chloro-6-methylphenyl)-2H-tetrazol-5-yl)thiazol-2-yl)amino)-4-(morpholinomethyl)pyridin-2-yl)amino)piperidin-1-yl)prop-2-en-1-one